S(=O)(=O)([O-])[O-].[NH4+].C1=C(C=CC=2OC3=C(C21)C=CC=C3)COC3=CC(=C(C=C3)CNCCO)OC.[NH4+] 2-[({4-[(dibenzo[1,2-d:1',2'-b]furan-2-ylmethyl)oxy]-2-methoxyphenyl}methyl)amino]ethan-1-ol ammonium sulfate